BrC=1C=CC(=C(C1)C(=O)N1C(CCC1)CO)Cl (5-bromo-2-chlorophenyl)(2-(hydroxymethyl)pyrrolidin-1-yl)methanone